FC=1C(=C(C=CC1F)[C@H]1[C@H](O[C@]([C@@H]1C)(C(F)(F)F)C)C(=O)NC1=CC(=[N+](C=C1)[O-])C(=O)N)OC([2H])([2H])[2H] 4-[[(2S,3S,4R,5R)-3-[3,4-Difluoro-2-(trideuteriomethoxy)phenyl]-4,5-dimethyl-5-(trifluoromethyl)tetrahydrofuran-2-carbonyl]amino]-1-oxido-pyridin-1-ium-2-carboxamid